C(N)(=O)C1=CC(=C(C=C1)NC(=O)[C@H]1[C@@H]([C@@]2([C@@H](N1)CC(C)(C)C)CNC1=CC(=CC=C12)Cl)C1=CC(=CC=C1)Cl)OC (2'S,3S,4'R,5'R)-N-(4-carbamoyl-2-methoxyphenyl)-6-chloro-4'-(3-chlorophenyl)-2'-Neopentylspiro[indoline-3,3'-pyrrolidine]-5'-carboxamide